(6-(2-(1-acryloylpyrrolidin-3-yl)phenyl)-4-methoxybenzo[d]isoxazol-3-yl)-2,6-dimethoxybenzenesulfonamide C(C=C)(=O)N1CC(CC1)C1=C(C=CC=C1)C1=CC2=C(C(=NO2)C=2C(=C(C(=CC2)OC)S(=O)(=O)N)OC)C(=C1)OC